5-(7-isopropyl-2-(piperidin-4-yl)-5H-pyrrolo[3,2-d]pyrimidin-6-yl)-1,3-dimethylpyridin-2(1H)-one C(C)(C)C1=C(NC2=C1N=C(N=C2)C2CCNCC2)C=2C=C(C(N(C2)C)=O)C